3-(6-bromo-5-chlorobenzofuran-3-yl)piperidine-2,6-dione BrC1=CC2=C(C(=CO2)C2C(NC(CC2)=O)=O)C=C1Cl